(1,3-adamantanediyl)diphenol C12(CC3(CC(CC(C1)C3)C2)C2=C(C=CC=C2)O)C2=C(C=CC=C2)O